(S)-2-cyclopropyl-8-azaspiro[4.5]dec-2-en-1-amine C1(CC1)C=1[C@H](C2(CC1)CCNCC2)N